O1CCC(CC1)CCC=O 3-(OXAN-4-YL)PROPANAL